methyl (R)-4-((R,E)-2-((tert-butoxycarbonyl)imino)-4-ethyl-6-oxo-4-(4-oxobutyl)tetrahydropyrimidin-1(2H)-yl)chromane-6-carboxylate C(C)(C)(C)OC(=O)\N=C/1\N(C(C[C@](N1)(CCCC=O)CC)=O)[C@@H]1CCOC2=CC=C(C=C12)C(=O)OC